N1N=NC=C1CCCC(=O)N1CC(C1)C1=CC=C(C=C1)C1(CC1)C(F)(F)F 4-(1H-Triazol-5-yl)-1-[3-[4-[1-(trifluoromethyl)cyclopropyl]phenyl]azetidin-1-yl]butan-1-one